C(CCCC)SC(C(=O)OCCCCCC=O)CCCCCCCC 6-oxohexyl 2-(pentylthio)decanoate